C(C)(=O)NC1=CC=C(C=C1)NC(C(C1=CC=C(C=C1)C(F)(F)F)O)=O N-(4-acetamidophenyl)-2-hydroxy-2-(4-(trifluoromethyl)phenyl)acetamide